4-amino-1-(2,6-difluoro-4-((5-fluoro-2-methoxybenzamido)methyl)phenyl)-3-(1,1,1-trifluoropropan-2-yl)-1H-pyrazole-5-carboxamide NC=1C(=NN(C1C(=O)N)C1=C(C=C(C=C1F)CNC(C1=C(C=CC(=C1)F)OC)=O)F)C(C(F)(F)F)C